trans-methyl-4-((5-fluoro-4-(3-(oxetan-3-yl)phenyl)pyrimidin-2-yl)amino)cyclohexane-1-carboxylate COC(=O)[C@@H]1CC[C@H](CC1)NC1=NC=C(C(=N1)C1=CC(=CC=C1)C1COC1)F